1-(5-cyanopyridin-2-yl)-1H-1,2,4-triazole C(#N)C=1C=CC(=NC1)N1N=CN=C1